5-(4-(2-(4-(((tert-butyldimethylsilyl)oxy)methyl)phenyl)propan-2-yl)piperazin-1-yl)pyridin-2-amine [Si](C)(C)(C(C)(C)C)OCC1=CC=C(C=C1)C(C)(C)N1CCN(CC1)C=1C=CC(=NC1)N